FC(C(=O)OCC)(CCCC)F ethyl 2,2-difluorohexanoate